C1(=C(C=CC=C1)C1=C(C2=C(OC3=C2C=CC=C3)C=C1)C1=NN=NC(=C1C1=CC=CC=C1)C1=CC=CC=C1)C1=CC=CC=C1 (biphenylyl)[di(Phenyl)triazinyl]dibenzofuran